(1S,3S)-3-((2-(5-(((Isobutoxy-carbonyl)amino)methyl)-1-methyl-1H-pyrazol-4-yl)-4-methylpyrimidin-5-yl)oxy)cyclohexan C(C(C)C)OC(=O)NCC1=C(C=NN1C)C1=NC=C(C(=N1)C)OC1CCCCC1